ClC=1C=C(C=CC1F)N(C(=O)[C@H]1N(CCC1)C1=NC(=CC(=C1)C(F)(F)F)C)CCCN1CCCCC1 (S)-N-(3-chloro-4-fluorophenyl)-1-(6-methyl-4-(trifluoromethyl)pyridin-2-yl)-N-(3-(piperidin-1-yl)propyl)pyrrolidine-2-carboxamide